ethyl 1-(3-chloro-6,7-dihydro-5H-cyclopenta[c]pyridin-7-yl)-1H-pyrazole-4-carboxylate ClC1=CC2=C(C=N1)C(CC2)N2N=CC(=C2)C(=O)OCC